FC1=NN2C(N=CC3=C2C(CC3)(C=3C=NN(C3)C3(CC3)C)C)=C1 2-fluoro-8-methyl-8-(1-(1-methylcyclopropyl)-1H-pyrazol-4-yl)-7,8-dihydro-6H-cyclopenta[e]pyrazolo[1,5-a]pyrimidine